C(#N)C=1C=C(C=CC1F)OB(O)O (3-cyano-4-fluorophenyl)boric acid